(4-benzyloxycarbonylphenyl)boronic acid C(C1=CC=CC=C1)OC(=O)C1=CC=C(C=C1)B(O)O